N12CCN(C(CC1)CC2)C(=O)N2N=C(C1=C2COCC1)C=1C=NC(=CC1)F 1,4-diazabicyclo[3.2.2]nonan-4-yl-[3-(6-fluoro-3-pyridyl)-5,7-dihydro-4H-pyrano[3,4-c]pyrazol-1-yl]methanone